tert-butyl (2R,4R)-2-benzoyl-4-hydroxypyrrolidine-1-carboxylate C(C1=CC=CC=C1)(=O)[C@@H]1N(C[C@@H](C1)O)C(=O)OC(C)(C)C